COC1=C(C=CC(=C1)OC)N1C(SC(=C1C=1C=C(C(=O)NCCCCC2=CC=CC=C2)C=CC1)C)=O 3-(3-(2,4-dimethoxyphenyl)-5-methyl-4-thiazolinonyl)-N-(4-phenylbutyl)benzamide